BrC=1C=C2C=CC(=CC2=CC1)N(C)C 6-bromo-N,N-dimethylnaphthalene-2-amine